1,1,1-tris(Mercaptomethyl)ethan SCC(C)(CS)CS